4-[5-cyano-4-(1H-indol-3-yl)pyrimidin-2-yl]-N1-(2-dimethylaminoethyl)-5-methoxy-N1-methylbenzene-1,2,4-triamine C(#N)C=1C(=NC(=NC1)C1(CC(=C(C=C1OC)N(C)CCN(C)C)N)N)C1=CNC2=CC=CC=C12